NC1=NC=C(C(=C1NC(=O)C1CCOCC1)C1CCN(CC1)C(=O)OC(C)(C)C)F tert-butyl 4-[2-amino-5-fluoro-3-(oxane-4-amido)pyridin-4-yl]piperidine-1-carboxylate